CN(C(=O)C1=CC=2N(C=C1)C(=NN2)C(=O)N2CCC(CC2)C2=C(C=CC=C2)C(F)(F)F)C N,N-dimethyl-3-(4-(2-(trifluoromethyl)phenyl)piperidine-1-carbonyl)-[1,2,4]triazolo[4,3-a]pyridine-7-carboxamide